ClC=1C=C(C=C(C1)Cl)C=1C2(C3=CC=CC=C3C1)CCC1(CC2)OCCO1 2''-(3,5-dichlorophenyl)dispiro[[1,3]dioxolane-2,1'-cyclohexane-4',1''-indene]